BrC1=C(C=C(CN(C(OC(C)(C)C)=O)CCCCO)C=C1)Cl tert-Butyl 4-bromo-3-chlorobenzyl(4-hydroxybutyl)carbamate